FC1(CCN(CC1)C(=O)OC(C)(C)C)C#CC1=CC=C(C=C1)C(F)(F)F tert-Butyl 4-fluoro-4-((4-(trifluoromethyl)phenyl)ethynyl)piperidine-1-carboxylate